C(C)OC1=CC=C(C(=C1S(=O)(=O)N)OC)CC 6-Ethoxy-3-ethyl-2-methoxybenzenesulfonamide